3-(trifluoromethoxy)benzothiamide FC(OC=1C=C(C(N)=S)C=CC1)(F)F